(S)-4-(5-(3-((2-((S)-3-carboxybutanoyl)-4-fluoro-6-hydroxyisoindolin-5-yl)oxy)propoxy)-4-fluoro-6-methoxybenzo[b]thiophen-2-yl)-2-methyl-4-oxobutanoic acid C(=O)(O)[C@H](CC(=O)N1CC2=CC(=C(C(=C2C1)F)OCCCOC1=C(C2=C(SC(=C2)C(C[C@@H](C(=O)O)C)=O)C=C1OC)F)O)C